ClC=1C=C(C=CC1Cl)NC(=O)[C@@H]1[C@H]2C[C@@H]([C@@H]([C@@H]1C=1C=NC(=CC1)C)O2)F (1R,2S,3S,4R,5S)-N-(3,4-dichlorophenyl)-5-fluoro-3-(6-methylpyridin-3-yl)-7-Oxabicyclo[2.2.1]Heptane-2-carboxamide